N[C@@H]1C2=CC=CC=C2CC12CCN(CC2)C=2NC(C1=C(N2)NN=C1C(=C)C1=CC(=CC(=C1)F)F)=O (S)-6-(1-amino-1,3-dihydro-spiro[inden-2,4'-piperidin]-1'-yl)-3-(1-(3,5-difluorophenyl)vinyl)-1,5-dihydro-4H-pyrazolo[3,4-d]pyrimidin-4-one